methyl 3-(2-(((1r,3r)-3-((tert-butoxycarbonyl) amino) cyclobutyl) amino)-5-(trifluoromethyl) pyrimidin-4-yl)-7-(dimethylphosphoryl)-1H-indole-6-carboxylate C(C)(C)(C)OC(=O)NC1CC(C1)NC1=NC=C(C(=N1)C1=CNC2=C(C(=CC=C12)C(=O)OC)P(=O)(C)C)C(F)(F)F